N[C@@H]1[C@@H]2CC[C@H](C1)N2C=2C=1N(C=CN2)C(=C(N1)C1=CC(=C(C#N)C=C1)F)C1=CC2=C(N(N=N2)CC(C)(C)O)C=C1F 4-(8-((1S,2S,4R)-2-amino-7-azabicyclo[2.2.1]heptane-7-yl)-3-(6-fluoro-1-(2-hydroxy-2-methylpropyl)-1H-benzo[d][1,2,3]triazol-5-yl)imidazo[1,2-a]pyrazin-2-yl)-2-fluorobenzonitrile